dimethyl-aminotrimethylsilane CC([Si](C)(C)N)C